C(#N)C1=CC=C(OC(C(=O)NC=2SC3=C(N2)C=C(C(=C3)OC)OC)C3=CC=CC=C3)C=C1 2-(4-Cyano-phenoxy)-N-(5,6-dimethoxy-benzothiazol-2-yl)-2-phenyl-acetamide